[W].[Nb].[Ti] titanium-niobium-tungsten